N-(2-(1H-imidazol-1-yl)ethyl)-3-phenylisoxazole-5-carboxamide N1(C=NC=C1)CCNC(=O)C1=CC(=NO1)C1=CC=CC=C1